methyl 2-oxo-1H-quinoline-6-carboxylate O=C1NC2=CC=C(C=C2C=C1)C(=O)OC